isopropyl (6-(2-aminobenzo[d]thiazol-6-yl)-3-methylpyrazin-2-yl)carbamate NC=1SC2=C(N1)C=CC(=C2)C2=CN=C(C(=N2)NC(OC(C)C)=O)C